The molecule is a 10-carbon, omega-hydroxy fatty acid, shown to be the preferred hydroxylation product (together with the 9-OH isomer) of capric acid in biosystems, and used as a standard in lipid assays; reported to have cytotoxic effects. It is an omega-hydroxy fatty acid and a medium-chain fatty acid. It derives from a decanoic acid. It is a conjugate acid of a 10-hydroxycaprate. C(CCCCC(=O)O)CCCCO